ClC=1C=C(C#N)C=C(C1)C(C)(C)C1=CC=C(C=C1)OCC1=NC(=NC=C1)N1CCN(CC1)CC1CNCC1 3-chloro-5-(2-(4-((2-(4-(pyrrolidin-3-ylmethyl)piperazin-1-yl)pyrimidin-4-yl)methoxy)Phenyl)propan-2-yl)benzonitrile